(R)-tert-butyl 3-formyl-3-methylpyrrolidine-1-carboxylate C(=O)[C@]1(CN(CC1)C(=O)OC(C)(C)C)C